C1CCCCCCCC1=O Cyclononan-9-one